5-(4-(2-(isopropylamino)-2-oxoethyl)-3,3-dimethylpiperazin-1-yl)-N-methyl-7-(trifluoromethyl)thieno[3,2-b]pyridine-3-carboxamide C(C)(C)NC(CN1C(CN(CC1)C1=CC(=C2C(=N1)C(=CS2)C(=O)NC)C(F)(F)F)(C)C)=O